IC=1C=C2COCC2=CC1C 5-iodo-6-methyl-1,3-dihydroisobenzofuran